(S)-5-bromo-1-(sec-butyl)-1H-indazole-3-carboxylic acid methyl ester COC(=O)C1=NN(C2=CC=C(C=C12)Br)[C@@H](C)CC